[8-[6-chloro-4-(2,2-dimethylpropylsulfonyl)-2-pyridyl]-3,8-diazabicyclo[3.2.1]octan-3-yl]-(2-chloro-4-fluoro-phenyl)methanone ClC1=CC(=CC(=N1)N1C2CN(CC1CC2)C(=O)C2=C(C=C(C=C2)F)Cl)S(=O)(=O)CC(C)(C)C